(R)-(3-chloro-4-fluorophenyl)(6-(trifluoromethyl)pyridin-2-yl)methylamine HCl Cl.ClC=1C=C(C=CC1F)NCC1=NC(=CC=C1)C(F)(F)F